C(C)(C)N1C(=NC(=C1)C(F)(F)F)C1=CC=C(CC2=NC(=C3N=CN(C3=N2)C)N)C=C1 4-(1-isopropyl-4-(trifluoromethyl)-1H-imidazol-2-yl)benzyl-9-methyl-9H-purin-6-amine